δ-glycidoxybutyl-trimethoxysilane C(C1CO1)OCCCC[Si](OC)(OC)OC